FC=1C=2N(C=C(C1)C=1N=CC3=C(N1)C=CN(C3=O)C3CCN(CC3)C(=O)OC(C)(C)C)C=C(N2)C tert-butyl 4-(2-(8-fluoro-2-methylimidazo[1,2-a]pyridin-6-yl)-5-oxopyrido[4,3-d]pyrimidin-6(5H)-yl)piperidine-1-carboxylate